4-((4-(tert-butyl)phenyl)amino)piperidine-1-sulfonamide C(C)(C)(C)C1=CC=C(C=C1)NC1CCN(CC1)S(=O)(=O)N